N-(1-((2R,4R,5R)-3,3-difluoro-4-hydroxy-5-(hydroxymethyl)tetrahydrofuran-2-yl)-2-oxo-1,2-dihydropyrimidin-4-yl)-6-phenylpicolinamide FC1([C@@H](O[C@@H]([C@H]1O)CO)N1C(N=C(C=C1)NC(C1=NC(=CC=C1)C1=CC=CC=C1)=O)=O)F